1-[4-(4-chlorophenoxy)-2-trifluoromethyl-phenyl]-2-[1,2,4]-triazole-1-yl-ethanone ClC1=CC=C(OC2=CC(=C(C=C2)C(CN2N=CN=C2)=O)C(F)(F)F)C=C1